4-(2,6-Dihydroxy-4-(3,3,3-trifluoropropyl)phenyl)-1-ethyl-5-methylindolin-2-one OC1=C(C(=CC(=C1)CCC(F)(F)F)O)C1=C2CC(N(C2=CC=C1C)CC)=O